FC=1C=C(NC=2OC[C@](CN2)(F)CO)C=C(C1OC1=C2C(=NC=C1)NC=C2C2=CC(=C(C=C2)F)OC)F |r| (+/-)-[2-(3,5-difluoro-4-{[3-(4-fluoro-3-methoxyphenyl)-1H-pyrrolo[2,3-b]pyridin-4-yl]oxy}anilino)-5-fluoro-5,6-dihydro-4H-1,3-oxazin-5-yl]methanol